C[Si](C1C=C(C2=CC=3CCCC3C=C12)C(C)CCC)(C1C=C(C2=CC=CC=C12)C)C dimethyl-(3-methyl-1H-inden-1-yl)(3-(pentan-2-yl)-1,5,6,7-tetrahydro-s-indacen-1-yl)silane